di-tert.-butyl-(4-dimethylaminophenyl)phosphine C(C)(C)(C)P(C1=CC=C(C=C1)N(C)C)C(C)(C)C